6-(4-carbamoylphenyl)-N-(2-chlorophenyl)imidazo[1,2-a]pyridine-3-carboxamide C(N)(=O)C1=CC=C(C=C1)C=1C=CC=2N(C1)C(=CN2)C(=O)NC2=C(C=CC=C2)Cl